trans-4-[(2R,4R)-4-{[(7R)-2,2-difluoro-7-methyl-6,7-dihydro-2H-furo[2,3-f][1,3]benzodioxole-7-carbonyl]amino}-7-methoxy-3,4-dihydro-2H-1-benzopyran-2-yl]cyclohexane-1-carboxylic acid FC1(OC2=C(O1)C=C1C(=C2)OC[C@@]1(C(=O)N[C@@H]1C[C@@H](OC2=C1C=CC(=C2)OC)[C@@H]2CC[C@H](CC2)C(=O)O)C)F